9-isopropyl-7,10-dioxo-6-(4-(trifluoromethyl)benzyl)-2,6,9-triazaspiro[4.5]decane-2-carboxamide C(C)(C)N1CC(N(C2(CCN(C2)C(=O)N)C1=O)CC1=CC=C(C=C1)C(F)(F)F)=O